2,2-difluoro-2-(oxolan-3-yl)-N-[4-(5,6,7,8-tetrahydroimidazo[1,5-a]pyridin-8-yl)phenyl]acetamide FC(C(=O)NC1=CC=C(C=C1)C1C=2N(CCC1)C=NC2)(C2COCC2)F